N=1C=CN2N=C(C=CC21)C=2C=CC(=C(C2)O)C2=CN=C(N=N2)N2CC1(C2)CCN(CC1)C 5-(imidazo[1,2-b]pyridazin-6-yl)-2-[3-(7-methyl-2,7-diazaspiro[3.5]non-2-yl)-1,2,4-triazin-6-yl]phenol